N-ethyl-1-(4-(1-isopropyl-3-methylimidazo[1,5-a]quinoxalin-8-yl)-2-(trifluoromethyl)phenyl)piperidin-4-amine C(C)NC1CCN(CC1)C1=C(C=C(C=C1)C1=CC=C2N=CC=3N(C2=C1)C(=NC3C)C(C)C)C(F)(F)F